(PROPYL)AMIN C(CC)N